N-(1-cyclopropyl-2-oxo-1,2-dihydropyridin-3-yl)-2-((1r,4r)-4-(2-hydroxyethyl)cyclohexyl)-6-methoxy-2H-indazole-5-carboxamide C1(CC1)N1C(C(=CC=C1)NC(=O)C1=CC2=CN(N=C2C=C1OC)C1CCC(CC1)CCO)=O